1-(6-amino-5-bromo-2-(1H-pyrazol-1-yl)-pyrimidin-4-yl)-1H-pyrazol-4-ol NC1=C(C(=NC(=N1)N1N=CC=C1)N1N=CC(=C1)O)Br